C(C)OC(=O)C1=NNC=2C(N(CCC21)C2=CC=C1CCN(C(C1=C2)=O)C)=O 6-(2-Methyl-1-oxo-1,2,3,4-tetrahydroisoquinolin-7-yl)-7-oxo-4,5,6,7-tetrahydro-1H-pyrazolo[3,4-c]pyridine-3-carboxylic acid ethyl ester